FC1=C(C=CC(=C1F)C=1C(=NN(C1)CCC1=NC(=CC=C1)OC)C)O 2,3-difluoro-4-[1-[2-(6-methoxy-2-pyridinyl)ethyl]-3-methyl-pyrazol-4-yl]phenol